N-((3,5-difluorophenyl)sulfonyl)-5,5-diphenyl-4,5-dihydro-isoxazole-3-carboxamide FC=1C=C(C=C(C1)F)S(=O)(=O)NC(=O)C1=NOC(C1)(C1=CC=CC=C1)C1=CC=CC=C1